(4-formyl-3,5-dimethoxyphenyl)boronic acid C(=O)C1=C(C=C(C=C1OC)B(O)O)OC